C1(=CC=CC=C1)C=1OCC(N1)C1=CC=CC=C1 2,4-diphenyl-2-oxazoline